4-(5-bromo-1-((2-(trimethylsilyl)ethoxy)methyl)-1H-pyrazol-3-yl)-3-methylpyridine BrC1=CC(=NN1COCC[Si](C)(C)C)C1=C(C=NC=C1)C